C1(=CC(=CC=C1)CC1NCC2(CC2)C1NC(C(F)(F)F)=O)C1=CC=CC=C1 N-(6-([1,1'-biphenyl]-3-ylmethyl)-5-azaspiro[2.4]heptan-7-yl)-2,2,2-trifluoroacetamide